OC[C@H]1N(C\C(\C1)=N/OC)C(=O)C1=CC(=C(C=C1)C1=C(C(=CC=C1)C)C)OCCOC (S,Z)-(2-(Hydroxymethyl)-4-(methoxyimino)pyrrolidin-1-yl)(2-(2-methoxyethoxy)-2',3'-dimethyl-[1,1'-biphenyl]-4-yl)methanone